((2R,5S)-4-Oxa-1-azabicyclo[3.2.1]octan-2-yl)methanol N12[C@@H](CO[C@@H](CC1)C2)CO